2-(Allyloxy)-3,5-di-t-butylbenzaldehyde C(C=C)OC1=C(C=O)C=C(C=C1C(C)(C)C)C(C)(C)C